CN1N=NC2=C1C=CC(=C2C)C(C(C(=O)O)(C)C)C2=CC(=C(C=C2)C)CN2C[C@H](OC1=C(C=CC=3C=CC=NC13)C2)CC 3-(1,4-dimethyl-1H-benzo[d][1,2,3]triazol-5-yl)-3-(3-(((R)-2-ethyl-2,3-dihydro-[1,4]oxazepino[6,7-H]quinolin-4(5H)-yl)methyl)-4-methylphenyl)-2,2-dimethylpropionic acid